C(CCCCCCCCCCCCCCCC)[SiH2]F heptadecyl-fluorosilane